ClC1=C(C=CC(=C1Cl)S(N[C@H](C(F)(F)F)C)(=O)=O)C1=C(N=C(S1)C1=NOC(=N1)C(C)(C)O)C(=O)O (S)-5-(2,3-dichloro-4-(N-(1,1,1-trifluoropropan-2-yl)sulfamoyl)phenyl)-2-(5-(2-hydroxypropan-2-yl)-1,2,4-oxadiazol-3-yl)thiazole-4-carboxylic acid